(2S)-1-{[2-(2-methylbiphenyl-3-yl)imidazo[1,2-b]pyridazin-6-yl]methyl}piperidine-2-carboxylic acid CC1=C(C=CC=C1C=1N=C2N(N=C(C=C2)CN2[C@@H](CCCC2)C(=O)O)C1)C1=CC=CC=C1